C(C)(=O)OC=1C=2C(=C(C(=CC2C[C@@H]2CC3=C(C=CC(=C3C(C12)=O)O)N(C)C)O)C(NC(C)=O)=O)O (R)-3-(N-Acetylcarbamoyl)-10-(dimethylamino)-2,4,7-trihydroxy-6-oxo-11a,12-dihydro-11H-naphthacen-5-yl acetate